ClC=1C=C(CNCC(=O)N)C=C(C1)C1=NC=CC=N1 2-((3-chloro-5-(pyrimidin-2-yl)benzyl)amino)acetamide